O1C(=NC2=C1C=CC=C2)C=2C=C(C=CC2)C=2C(=C(C=C(C2C2=CC(=CC=C2)C=2OC1=C(N2)C=CC=C1)C1=CC(=CC=C1)C=1OC2=C(N1)C=CC=C2)C2=CC(=CC=C2)C=2OC1=C(N2)C=CC=C1)C1=CC=C(C=C1)N1C2=CC=CC=C2OC=2C=CC=CC12 10-(3''-(benzo[d]oxazol-2-yl)-3',4',6'-tris(3-(benzo[d]oxazol-2-yl)phenyl)-[1,1':2',1''-terphenyl]-4-yl)-10H-phenoxazine